C(C)(C)(C)OC(=O)N1[C@H](C=2N(C[C@H]1C)N=C(C2)C#N)C (4s,6r)-2-cyano-4,6-dimethyl-6,7-dihydro-4H-pyrazolo[1,5-a]pyrazine-5-carboxylic acid tert-butyl ester